ClC1=CC=C(C=C1)C=1N=C(N(C1C1=CC=C(C=C1)Cl)CCCCCC)C1=CC(=C(C=C1)OC)O 4,5-bis(4-chlorophenyl)-1-hexyl-2-(3-hydroxy-4-methoxyphenyl)-1H-imidazole